O-acetoacetyl-L-homoserine C(CC(=O)C)(=O)OCC[C@H](N)C(=O)O